1,4-bis(benzoyl)benzene C(C1=CC=CC=C1)(=O)C1=CC=C(C=C1)C(C1=CC=CC=C1)=O